(2R,5S)-tert-butyl 2-(2-(rac-(3R,5R)-1,5-dimethylpiperidin-3-yl)-2H-indazol-6-yl)-5-methylpiperidine-1-carboxylate CN1C[C@@H](C[C@H](C1)C)N1N=C2C=C(C=CC2=C1)[C@@H]1N(C[C@H](CC1)C)C(=O)OC(C)(C)C |&1:3,5|